C(N)(=O)[C@H](C)NC1=C(C=CC(=N1)C(=O)O)[C@@H]1CC2(CC(C2)(F)F)CCN1CC1=C2C=CNC2=C(C=C1OC)C 6-(((1S)-1-carbamoylethyl)amino)-5-((6S)-2,2-difluoro-7-((5-methoxy-7-methyl-1H-indol-4-yl)methyl)-7-azaspiro[3.5]nonan-6-yl)pyridine-2-carboxylic acid